Nitrate [N+](=O)([O-])[O-]